O[C@@H]1CC[C@H](CC1)N1C(CNC=2C1=NC(=CN2)C=2C=NC(=CC2)C(C)(C)O)=O 1-(trans-4-hydroxycyclohexyl)-7-(6-(2-hydroxypropan-2-yl)pyridin-3-yl)-3,4-dihydropyrazino[2,3-b]pyrazin-2(1H)-one